1,3-dihexadecylimidazolium C(CCCCCCCCCCCCCCC)N1C=[N+](C=C1)CCCCCCCCCCCCCCCC